C[C@@H]1N(CCC(C1)N1CCOCC1)C(=O)OC(C)(C)C tert-butyl (2S)-2-methyl-4-(morpholin-4-yl)piperidine-1-carboxylate